5-(4-(4-chlorophenyl)-4-hydroxypiperidin-1-yl)-1-tosyl-1H-indole-3-carbaldehyde ClC1=CC=C(C=C1)C1(CCN(CC1)C=1C=C2C(=CN(C2=CC1)S(=O)(=O)C1=CC=C(C)C=C1)C=O)O